calcium edetate (ethylenediaminetetraacetate) C(CN(CC(=O)[O-])CC(=O)[O-])N(CC(=O)O)CC(=O)O.C(N(CC(=O)O)CC(=O)O)CN(CC(=O)O)CC(=O)O.[Ca+2]